C(C)(C)(C)C1=CC=C(C=C1)NC1CC(C1)N N1-(4-(tert-butyl)phenyl)cyclobutane-1,3-diamine